FC(S(=O)(=O)O[C@H]1[C@H](O[C@@H]2OC(O[C@@H]21)(C)C)[C@@H]2OC(OC2)(C)C)(F)F [(3aR,5R-6S,6aR)-5-[(4R)-2,2-dimethyl-1,3-dioxolan-4-yl]-2,2-dimethyl-3a,5,6,6a-tetrahydrofuro[2,3-d][1,3]dioxol-6-yl] trifluoromethanesulfonate